2-{5-[(3R,5R)-3-amino-5-fluoropiperidine-1-carbonyl]-7-methoxy-1-methyl-1H-1,3-benzodiazol-2-yl}-1-(cyclopropylmethyl)-N-(3-sulfamoylphenyl)-1H-pyrrolo[2,3-b]pyridine-6-carboxamide N[C@H]1CN(C[C@@H](C1)F)C(=O)C1=CC2=C(N(C(=N2)C2=CC=3C(=NC(=CC3)C(=O)NC3=CC(=CC=C3)S(N)(=O)=O)N2CC2CC2)C)C(=C1)OC